2-((2E,6E)-11,11-difluoro-3,7-dimethylundeca-2,6,10-trien-1-yl)-5,6-dimethoxy-3-methylcyclohexa-2,5-diene-1,4-dione FC(=CCC/C(=C/CC/C(=C/CC=1C(C(=C(C(C1C)=O)OC)OC)=O)/C)/C)F